ClC=1C=C(N)C=C(C1OC=1N=NC(=C(C1)CC=1N=NC(=CC1)OC)Cl)Cl 3,5-dichloro-4-([6-chloro-5-[(6-methoxypyridazin-3-yl)methyl]pyridazin-3-yl]oxy)aniline